O1C(=CC=C1)C=1C(C(=C(N(C1C)C)C)C(=O)NC1=CC=C(C=C1)OC1=CC=NC2=CC(=CN=C12)OC)=O 5-(furan-2-yl)-N-[4-[(7-methoxy-1,5-naphthyridin-4-yl)oxy]phenyl]-1,2,6-trimethyl-4-oxopyridine-3-carboxamide